1,2-dibromo-3-iodo-5-methyl-benzene phenyl-4,5-dichloro-6-oxopyridazin-1(6H)-carboxylate C1(=CC=CC=C1)OC(=O)N1N=CC(=C(C1=O)Cl)Cl.BrC1=C(C(=CC(=C1)C)I)Br